COC1=NC=CC=C1C=1C=NN2C1N=C(C=C2)N2CCN(CC2)C(=O)O[C@@H]2CN(C(C2)=O)C [(3S)-1-methyl-5-oxo-pyrrolidin-3-yl] 4-[3-(2-methoxy-3-pyridyl)pyrazolo[1,5-a]pyrimidin-5-yl]piperazine-1-carboxylate